6H-6,10-methanoazepino[4,5-g]quinoxaline N1=CC=NC=2C=C3C(=CC12)C1=CN=CC3C1